2-methoxy-N-[(2S)-1-methoxypropan-2-yl]-3-[3-(pyrrolidin-1-yl)propoxy]-6H,7H,8H,9H,10H-cyclohepta[b]quinolin-11-amine COC=1C=C2C(=C3C(=NC2=CC1OCCCN1CCCC1)CCCCC3)N[C@H](COC)C